FC1=CC=C(C=C1)C=1N=CNC1C=1C=C2C=CC=NC2=CC1 6-(4-(4-Fluorophenyl)-1H-imidazol-5-yl)quinoline